1,3-Dimethylpropane-diamine CC(CCC)(N)N